(5-chloro-6-methoxypyrazin-2-yl)ethan-1-ol (R*)-tert-butyl-8-(cyanomethyl)-11,11-difluoro-8-hydroxy-3,4,8,9,10,11-hexahydro-1H-pyrido[4',3':3,4]pyrazolo[1,5-a]azepine-2(7H)-carboxylate C(C)(C)(C)[C@H]1N(CCC2=NN3C(C(CCC(C3)(O)CC#N)(F)F)=C21)C(=O)OC(C)C2=NC(=C(N=C2)Cl)OC |o1:4|